N-[6-[[2-[4-[4-[4-[4-(2-aminoethoxy)butanoyl]piperazin-1-yl]-1-piperidyl]-5-ethyl-2-methoxyanilino]-5-chloro-pyrimidin-4-yl]amino]quinoxalin-5-yl]methanesulfonamide NCCOCCCC(=O)N1CCN(CC1)C1CCN(CC1)C1=CC(=C(NC2=NC=C(C(=N2)NC=2C(=C3N=CC=NC3=CC2)NS(=O)(=O)C)Cl)C=C1CC)OC